3-iodo-1-(4-methylbenzenesulfonyl)-1H,4H,5H-pyrrolo[3,2-b]pyridin-5-one IC1=CN(C2=C1NC(C=C2)=O)S(=O)(=O)C2=CC=C(C=C2)C